(1S,2S)-(-)-1,2-diphenyl-1,2-ethylenediamine C1=CC=C(C=C1)[C@@H]([C@H](C2=CC=CC=C2)N)N